O(C(C(C)(C)C)N)C(C(C)(C)C)N oxybis(2,2-dimethylpropane-1-amine)